2-Fluorobenzoic acid [3-(3-ethyl-4-oxo-spiro[6,8-dihydro-5H-pyrazolo[4,3-c]azepin-7,4'-tetrahydropyran]-1-yl)-2,2-dimethyl-propyl] ester C(C)C1=NN(C2=C1C(NCC1(CCOCC1)C2)=O)CC(COC(C2=C(C=CC=C2)F)=O)(C)C